([(1R)-2-[(tert-butyldiphenylsilyl)oxy]-1-[1-(oxan-2-yloxy)cyclopropyl]ethyl]-aminomethyl)cyclopropane-1-carbonitrile [Si](C1=CC=CC=C1)(C1=CC=CC=C1)(C(C)(C)C)OC[C@H](C1(CC1)OC1OCCCC1)C(N)C1(CC1)C#N